1-vinyl-3-methylimidazole triflate salt OS(=O)(=O)C(F)(F)F.C(=C)N1CN(C=C1)C